C1(CC1)CC(=O)C1C(C2=CC=C(C=C2C1=O)S(=O)(=O)C=1C=C2C(C(C(C2=CC1)=O)C(CC1CC1)=O)=O)=O 2-(2-cyclopropylacetyl)-5-{[2-(2-cyclopropylacetyl)-1,3-dioxo-2,3-dihydro-1H-inden-5-yl]sulfonyl}-2,3-dihydro-1H-indene-1,3-dione